C(C)(C)(C)OC(C(C)(C)OC=1C=NC(=NC1)Cl)=O.BrC=1SC(=C(N1)C1=C(C=C(C=C1)OCCOC)F)C1CC1 2-bromo-5-cyclopropyl-4-(2-fluoro-4-(2-methoxyethoxy)phenyl)thiazole tert-butyl-2-((2-chloropyrimidin-5-yl)oxy)-2-methylpropanoate